BrC=1N=C(N(N1)CC)OC=1C=C2C(CNC(C2=CC1)=O)(C)C 6-[(5-bromo-2-ethyl-1,2,4-triazol-3-yl)oxy]-4,4-dimethyl-2,3-dihydroisoquinolin-1-one